BrC1=CC=C(C=C1)S(=N)(=O)CCCCl (4-bromophenyl)(3-chloropropyl)(oxo)-λ6-sulfanimine